N[C@@H](C(=O)N[C@H]1[C@H]2SC([C@@H](N2C1=O)C(=O)OCCCC#N)(C)C)C1=CC=CC=C1 (2S,5R,6R)-3-cyanopropyl 6-((R)-2-amino-2-phenylacetamido)-3,3-dimethyl-7-oxo-4-thia-1-azabicyclo[3.2.0]heptane-2-carboxylate